C(CCCCCCCCCCCCCCCC)(=O)OC(CO)O 1,2-dihydroxyethyl heptadecanoate